ClC1=NC=CC(=C1F)N(C(OC(C)(C)C)=O)C tert-butyl (2-chloro-3-fluoropyridin-4-yl)(methyl)carbamate